4-(Prop-1-en-2-yl)pyridin-3-amine C=C(C)C1=C(C=NC=C1)N